2-(1-(5-(trifluoromethyl)pyrimidin-2-yl)-1,2,3,6-tetrahydropyridin-4-yl)acetic acid FC(C=1C=NC(=NC1)N1CCC(=CC1)CC(=O)O)(F)F